2-(4-bromo-2,5-dimethoxyphenyl)-N-[(2-methoxyphenyl)methyl]ethylamine BrC1=CC(=C(C=C1OC)CCNCC1=C(C=CC=C1)OC)OC